C1(CCCCC1)C(=O)N1[C@@H](C[C@H](C1)O)C(=O)NCC1=CC=C(C=C1)C1=C(N=CS1)C (2S,4R)-1-(cyclohexanecarbonyl)-4-hydroxy-N-(4-(4-methylthiazol-5-yl)benzyl)pyrrolidine-2-carboxamide